(6R)-6-(5-chloro-2-methoxyphenyl)-6-methyl-2-(trifluoromethyl)-4H-pyrrolo[3,2-d]oxazol-5(6H)-one ClC=1C=CC(=C(C1)[C@]1(C(NC2=C1N=C(O2)C(F)(F)F)=O)C)OC